(R)-2-((3,5-dicyano-6-(4-(dimethylamino)piperidin-1-yl)-4-ethylpyridin-2-yl)sulfanyl)-2-phenylacetamide C(#N)C=1C(=NC(=C(C1CC)C#N)N1CCC(CC1)N(C)C)S[C@@H](C(=O)N)C1=CC=CC=C1